[O-2].[V+2] vanadium(II) oxide